N-(Adamantan-1-yl)-2-((5,6-Dimethyl-2-(Methylthio)Pyrimidin-4-yl)Oxy)Acetamide C12(CC3CC(CC(C1)C3)C2)NC(COC2=NC(=NC(=C2C)C)SC)=O